5-cyclopropyl-2-[1-[6-(3-cyclopropyl-1,2,4-triazol-1-yl)-2-azaspiro[3.3]heptane-2-carbonyl]azetidin-3-yl]oxy-benzonitrile C1(CC1)C=1C=CC(=C(C#N)C1)OC1CN(C1)C(=O)N1CC2(C1)CC(C2)N2N=C(N=C2)C2CC2